NC=1C(=NC(=C(N1)F)C1=CC(=C(C=C1)OC1CCOCC1)CN1CCC1)C=1C=C2CCNC(C2=C(C1)F)=O 6-(3-amino-6-(3-(azetidin-1-ylmethyl)-4-((tetrahydro-2H-pyran-4-yl)oxy)phenyl)-5-fluoropyrazin-2-yl)-8-fluoro-3,4-dihydroisoquinolin-1(2H)-one